CC=1N=C2N(N=CC=C2C)C1 2,8-dimethylimidazo[1,2-b]pyridazine